[N-](S(=O)(=O)C(F)(F)F)S(=O)(=O)C(F)(F)F.[Co+2].[N-](S(=O)(=O)C(F)(F)F)S(=O)(=O)C(F)(F)F cobalt bis(trifluoromethanesulfonyl)imide salt